ClC1=C(C=C(C=C1)OC(C)C)CC(C(NC1=CC=C2C(=C1)NC(C21CCOCC1)=O)=O)NC(=O)C=1N(N=CC1)C N-{3-[2-Chloro-5-(propan-2-yloxy)phenyl]-1-oxo-1-[(2-oxo-spiro[1H-indole-3,4'-oxane]-6-yl)amino]propan-2-yl}-2-methylpyrazole-3-carboxamide